C(C)(C)(C)OC=1C=C2CCC(=C(C2=CC1)C1=CC=C(C=C1)O)C1=CC=CC=C1 4-(6-tert-butoxy-2-phenyl-3,4-dihydronaphthalen-1-yl)phenol